CN(CCCN1C(=NC2=C1C=C(C=C2)C2=C1C=NNC1=CC=C2C)C2CN(C2)C(C=C)=O)C 1-(3-(1-(3-(dimethylamino)propyl)-6-(5-methyl-1H-indazol-4-yl)-1H-benzo[d]imidazol-2-yl)azetidin-1-yl)prop-2-en-1-one